tert-butyl 3-bromo-2-((4-chloro-2-fluorobenzyl) oxy)-5,6-dihydro-1,7-naphthyridine-7(8H)-carboxylate BrC=1C(=NC=2CN(CCC2C1)C(=O)OC(C)(C)C)OCC1=C(C=C(C=C1)Cl)F